dineopentyl-2,3-di-tert-butylsuccinate C(C(C)(C)C)OC(C(C(C(=O)OCC(C)(C)C)C(C)(C)C)C(C)(C)C)=O